4-[(14-azido-3,6,9,12-tetraoxatetradecan-1-yl)oxy]phenyl(4-chlorophenyl)methanol N(=[N+]=[N-])CCOCCOCCOCCOCCOC1=CC=C(C=C1)C(O)C1=CC=C(C=C1)Cl